[Na+].[Na+].C(CCCCCCCCCCCCCCCCC)NC(CC(C(=O)[O-])S(=O)(=O)[O-])=O N-octadecyl-sulfosuccinamic acid disodium salt